CC(C=O)(CC)CN1CCCC1 2-METHYL-2-(PYRROLIDIN-1-YLMETHYL)BUTANAL